2,3-DIFLUOROPYRIDINE-4-BORONIC ACID FC1=NC=CC(=C1F)B(O)O